C(C)(C)(C)OC(=O)N(C1CCN(CC1)C=1C2=CN(N=C2C(=CC1)C(=O)OC)C)CC methyl 4-{4-[(tert-butoxycarbonyl) (ethyl)amino] piperidin-1-yl}-2-methylindazole-7-carboxylate